C(C)(C)(C)NC(=O)C=1C=C2C(=NC1C)CCC2 N-(tert-butyl)-2-methyl-6,7-dihydro-5H-cyclopenta[b]pyridine-3-carboxamide